3-((2-(o-tolyl)quinolin-4-yl)thio)propyl 2-oxo-2H-chromene-3-carboxylate O=C1OC2=CC=CC=C2C=C1C(=O)OCCCSC1=CC(=NC2=CC=CC=C12)C1=C(C=CC=C1)C